CC(CCCCCCCC(CCCC)C)[Mg]Cl 1,9-dimethyltridecylmagnesium chloride